Dicyclohexyl[3-(1-methylethoxy)-2',4',6'-tris(1-methylethyl)-1,1'-biphenyl-2-yl]phosphine C1(CCCCC1)P(C1=C(C=CC=C1OC(C)C)C1=C(C=C(C=C1C(C)C)C(C)C)C(C)C)C1CCCCC1